Cl.Cl.BrC1=CC=C(C=C1)N1N=C(C=C1C)C1CCNCC1 4-[1-(4-bromophenyl)-5-methyl-pyrazol-3-yl]piperidine dihydrochloride